ClC=1C=C(C=CC1Cl)C1CCC(C2=CC=CC=C12)N 4-(3,4-dichlorophenyl)-1,2,3,4-tetrahydronaphthalen-1-amine